(E)-3-(5-(8-benzyl-2-oxa-5,8-diazaspiro[3.4]octane-5-carbonyl)furan-2-yl)-1-(thiophen-3-yl)prop-2-en-1-one C(C1=CC=CC=C1)N1CCN(C12COC2)C(=O)C2=CC=C(O2)/C=C/C(=O)C2=CSC=C2